(S)-4-(cyclopropylethynyl)-4-(1,1-difluoroethyl)-6-fluoro-7-((3-nitro-1H-1,2,4-triazol-1-yl)methyl)-3,4-dihydroquinazolin-2(1H)-one C1(CC1)C#C[C@@]1(NC(NC2=CC(=C(C=C12)F)CN1N=C(N=C1)[N+](=O)[O-])=O)C(C)(F)F